6-chloro-1-((1-(trifluoromethyl)cyclopropyl)methyl)-1H-pyrazolo[3,4-b]pyridine ClC1=CC=C2C(=N1)N(N=C2)CC2(CC2)C(F)(F)F